4-chloro-6-cyclopropyl-2-oxo-1,2-dihydro-1,7-naphthyridine-3-carbonitrile ClC1=C(C(NC2=CN=C(C=C12)C1CC1)=O)C#N